OC1C(CC12CCN(CC2)C(CC)=O)C2N1C(C=3C=CC=CC23)=CN=C1 1-[3-Hydroxy-2-(5H-imidazo[1,5-b]isoindol-5-yl)-7-azaspiro[3.5]nonan-7-yl]propan-1-on